3-(4-chloro-7-methoxy-2-methylquinolin-6-yl)-3-hydroxyazetidine-1-carboxylate ClC1=CC(=NC2=CC(=C(C=C12)C1(CN(C1)C(=O)[O-])O)OC)C